(S)-2-amino-3-mercaptopropionic acid hydrochloride hydrate O.Cl.N[C@@H](C(=O)O)CS